(3,5-dimethoxybenzylidene)pyrimidine COC=1C=C(C=C2NC=CC=N2)C=C(C1)OC